C(OC(C)(C)C)(OC1=NC2=CC=C(C=C2C=C1)C)=O tert-butyl (6-methyl-2-quinolyl) carbonate